3-(5-(3-cyclobutyl-2-oxoimidazolidin-1-yl)-1-oxoisoindolin-2-yl)piperidine-2,6-dione C1(CCC1)N1C(N(CC1)C=1C=C2CN(C(C2=CC1)=O)C1C(NC(CC1)=O)=O)=O